FC=1C=NC=2CNCCC2C1 3-fluoro-5,6,7,8-tetrahydro-1,7-naphthyridine